N4-((6-cyclopropylimidazo[1,2-a]pyridin-2-yl)methyl)-N6-(2-fluoro-3-methoxy-6-(1H-tetrazol-1-yl)benzyl)pyrimidine-4,6-diamine C1(CC1)C=1C=CC=2N(C1)C=C(N2)CNC2=NC=NC(=C2)NCC2=C(C(=CC=C2N2N=NN=C2)OC)F